tert-butyl (3R,5S)-3-(2-((6-(benzylamino)-3-methyl-2-oxo-2,3-dihydro-1H-benzo[d]imidazol-4-yl)oxy)ethoxy)-5-methylpiperidine-1-carboxylate C(C1=CC=CC=C1)NC=1C=C(C2=C(NC(N2C)=O)C1)OCCO[C@H]1CN(C[C@H](C1)C)C(=O)OC(C)(C)C